C(CCCCCCCCCCCCCCCCC)(=O)[O-].C(CCCCCCCCCCCCCCCCC)(=O)[O-].[Mn+2] manganese distearate